isocyanatopropyl-methoxysilane N(=C=O)CCC[SiH2]OC